C(C)(C)(C)OC(=O)N(C(C)C1=C(C=NN(C1=O)CC(=O)OCC)Cl)C(=O)OC(C)(C)C ethyl 2-[5-[1-[bis(tert-butoxycarbonyl)amino]ethyl]-4-chloro-6-oxo-pyridazin-1-yl]acetate